C(C)N(C=1C(=C(C(=O)NCC=2C(NC(=CC2CCC)C)=O)C=C(C1)C=1C=NC(=CC1)N1CCN(CC1)C1CCN(CC1)C)C)C1CCOCC1 3-(ethyl(tetrahydro-2H-pyran-4-yl)amino)-2-methyl-N-((6-methyl-2-oxo-4-propyl-1,2-dihydropyridin-3-yl)methyl)-5-(6-(4-(1-methylpiperidin-4-yl)piperazin-1-yl)pyridin-3-yl)benzamide